N1(CCC[C@H]2CCCC[C@H]12)C([C@@H](CNC(OC(C)(C)C)=O)NCC1=C(C=C(C=C1)OC)OC)=O tert-butyl N-[(2R)-3-[(4aR,8aS)-3,4,4a,5,6,7,8,8a-octahydro-2H-quinolin-1-yl]-2-[(2,4-dimethoxyphenyl)methylamino]-3-oxo-propyl]carbamate